(R)-1-(5-(3-chloro-5-(6-methylpyrimidin-4-yl)phenyl)-2,2-dimethylmorpholino)prop-2-en-1-one ClC=1C=C(C=C(C1)C1=NC=NC(=C1)C)[C@H]1N(CC(OC1)(C)C)C(C=C)=O